Cl.NCCCCC(=O)O 5-aminovaleric acid hydrochloride salt